potassium 2-(4-chlorobenzoyl)hydrazine ClC1=CC=C(C(=O)NN)C=C1.[K]